6-[6-fluoro-8-(methylamino)-4-[(2S)-2-methylmorpholin-4-yl]-9H-pyrido[2,3-b]indol-3-yl]-1-methyl-4-oxo-1,8-naphthyridine-3-carboxylic acid FC=1C=C2C3=C(NC2=C(C1)NC)N=CC(=C3N3C[C@@H](OCC3)C)C=3C=C1C(C(=CN(C1=NC3)C)C(=O)O)=O